C12CNCC(CC1)N2C=2SC1=C(N2)C=CC(=C1)C(=O)NCCOC1CCCC1 2-(3,8-diazabicyclo-[3.2.1]octan-8-yl)-N-(2-(cyclopentyloxy)-ethyl)benzo[d]thiazole-6-carboxamide